Ethyl (E)-4-((4-(10-benzyl-3-chloro-11-oxo-10,11-dihydro-5H-dibenzo[b,e][1,4]diazepin-5-yl)butyl)amino)but-2-enoate C(C1=CC=CC=C1)N1C2=C(N(C3=C(C1=O)C=CC(=C3)Cl)CCCCNC/C=C/C(=O)OCC)C=CC=C2